N1=CN=C(C2=C1CC=N2)N 7H-pyrrolopyrimidin-4-amine